methyl 4-amino-1-(4-iodophenyl)-2-oxo-7-(trifluoromethyl)-1,2-dihydroquinoline-3-carboxylate NC1=C(C(N(C2=CC(=CC=C12)C(F)(F)F)C1=CC=C(C=C1)I)=O)C(=O)OC